(R,E)-3-(2-chlorovinyl)-5-(7-(2,4-dimethoxybenzyl)-8-methyl-5,6,7,8-tetrahydro-[1,2,4]triazolo[4,3-a]pyrazin-3-yl)-1,2,4-thiadiazole Cl/C=C/C1=NSC(=N1)C1=NN=C2N1CCN([C@@H]2C)CC2=C(C=C(C=C2)OC)OC